N-(tert-butyl)-3-((2-((4-(4-(4-(2,4-dioxotetrahydropyrimidin-1(2H)-yl)benzyl)piperazin-1-yl)phenyl)amino)-5-methylpyrimidin-4-yl)amino)benzenesulfonamide C(C)(C)(C)NS(=O)(=O)C1=CC(=CC=C1)NC1=NC(=NC=C1C)NC1=CC=C(C=C1)N1CCN(CC1)CC1=CC=C(C=C1)N1C(NC(CC1)=O)=O